N,N-bis(4-isopropylcyclohexyl)-5-(4-t-butylcyclohexylcarbonylamino)isophthalamide C(C)(C)C1CCC(CC1)N(C(C1=CC(C(=O)N)=CC(=C1)NC(=O)C1CCC(CC1)C(C)(C)C)=O)C1CCC(CC1)C(C)C